2-(3-ethylsulfanyl-pyridin-2-yl)-1-methyl-5-trifluoromethyl-1H-benzimidazole C(C)SC=1C(=NC=CC1)C1=NC2=C(N1C)C=CC(=C2)C(F)(F)F